1-(tert-butyloxycarbonyl)-5-bromo-1H-indole-3-carboxylic acid C(C)(C)(C)OC(=O)N1C=C(C2=CC(=CC=C12)Br)C(=O)O